benzenaminium chloride [Cl-].C1(=CC=CC=C1)[NH3+]